3-nitro-N-(2,2,2-trifluoroethyl)-4-pyridineamine [N+](=O)([O-])C=1C=NC=CC1NCC(F)(F)F